1-(1-acetylpiperidin-3-yl)-3-({5-chloro-6-[(1,3-thiazol-5-yl)methoxy]-1H-indol-2-yl}methyl)-1-methylurea C(C)(=O)N1CC(CCC1)N(C(=O)NCC=1NC2=CC(=C(C=C2C1)Cl)OCC1=CN=CS1)C